O1COC(C1)C=O 1,3-DIOXOLANE-4-CARBOXALDEHYDE